Acetoxy-2-methylnaphthalene C(C)(=O)OC1=C(C=CC2=CC=CC=C12)C